N-isopropyl-5-(3-methylimidazo[1,2-b]pyridazin-6-yl)-7H-pyrrolo[2,3-d]pyrimidin-2-amine C(C)(C)NC=1N=CC2=C(N1)NC=C2C=2C=CC=1N(N2)C(=CN1)C